(6S,7S)-6-((2,5-difluoro-[1,1'-biphenyl]-3-yl)methyl)-7-((fluoromethyl)sulfonamido)-N-isopropyl-5-azaspiro[2.4]heptane-5-carboxamide FC1=C(C=C(C=C1C[C@@H]1N(CC2(CC2)[C@@H]1NS(=O)(=O)CF)C(=O)NC(C)C)F)C1=CC=CC=C1